FS(=O)(=O)OC1=CC(=C(C[C@H](N)C(=O)O)C(=C1)C)C O-fluorosulfonyl-2,6-dimethyltyrosine